4-(1H-pyrazol-4-yl)-3,6-dihydro-2H-pyridine-1-carboxylic acid tert-butyl ester C(C)(C)(C)OC(=O)N1CCC(=CC1)C=1C=NNC1